C1OCC12CC(C2)NCC=2C=CC=NC2OC 5-(((2-oxaspiro[3.3]heptan-6-yl)amino)methyl)-6-methoxypyridin